(1R,3S)-3-[5-({1-[(4-methoxyphenyl)methyl]-2,2-dioxo-1,3-dihydro-2λ6-benzo[c][1,2]thiazol-5-yl}amino)-1H-pyrazol-3-yl]cyclopentyl (prop-2-ylamino)methanoate CC(C)NC(=O)O[C@H]1C[C@H](CC1)C1=NNC(=C1)NC1=CC2=C(N(S(C2)(=O)=O)CC2=CC=C(C=C2)OC)C=C1